7-butyl 1,7-diazaspiro[3.5]nonane-7-carboxylate N1CCC12CCN(CC2)C(=O)OCCCC